N-[4-(3-cyanophenyl)-5-(2,6-dimethyl-4-pyridyl)thiazol-2-yl]-3-hydroxy-3-methyl-azetidine-1-carboxamide C(#N)C=1C=C(C=CC1)C=1N=C(SC1C1=CC(=NC(=C1)C)C)NC(=O)N1CC(C1)(C)O